F[C@@H]1[C@H](CNC1=O)CF (2S,3R,4R)-4-fluoro-3-(fluoromethyl)-5-oxopyrrolidin